BrC1=C(C=C(C(=C1)C1=CC=CC=C1)C1=CC=CC=C1)Br 1,2-dibromo-4,5-diphenylbenzene